CC(CC(C(=O)O)C(=O)O)CCCCC(CC)C 3,8-dimethyldecanedicarboxylic acid